7-Amino-3-((S)-1-((E)-3-((R)-azetidin-2-yl)acryloyl)pyrrolidin-3-yl)-1-(4-(2-fluorophenoxy)phenyl)-1,5-dihydro-4H-pyrrolo[2,3-d]pyridazin-4-on NC1=NNC(C2=C1N(C=C2[C@H]2CN(CC2)C(\C=C\[C@@H]2NCC2)=O)C2=CC=C(C=C2)OC2=C(C=CC=C2)F)=O